((5R,6S)-2,2-Difluoro-6-methyl-5-(((5-(trifluoromethyl)pyridin-2-yl)amino)methyl)morpholino)(5-fluoro-2-(2H-1,2,3-triazol-2-yl)phenyl)methanone FC1(O[C@H]([C@H](N(C1)C(=O)C1=C(C=CC(=C1)F)N1N=CC=N1)CNC1=NC=C(C=C1)C(F)(F)F)C)F